tert-butyl 3-amino-5-methyl-1H-pyrazole-1-carboxylate NC1=NN(C(=C1)C)C(=O)OC(C)(C)C